[C@H]1(OCCN2N=C3C=CC=CC3=C21)CNC (S)-1-(3,4-dihydro-1H-[1,4]oxazino[4,3-b]indazol-1-yl)-N-methylmethanamine